3-(4-(2-methoxy-2-oxoethoxy)phenoxy)benzoic acid COC(COC1=CC=C(OC=2C=C(C(=O)O)C=CC2)C=C1)=O